N1-(2-(dimethylamino)ethyl)-5-methoxy-N1-methyl-N4-(4-(5'-methylspiro[cyclopentane-1,3'-pyrrolo[3,2-b]pyridin]-1'(2'H)-yl)pyrimidin-2-yl)-2-nitrobenzene-1,4-diamine CN(CCN(C1=C(C=C(C(=C1)OC)NC1=NC=CC(=N1)N1CC2(C3=NC(=CC=C31)C)CCCC2)[N+](=O)[O-])C)C